4-cyclopropyl-3-(trifluoromethyl)-1-((2-(trimethylsilyl)ethoxy)methyl)-1H-pyrrolo[2,3-b]pyridine C1(CC1)C1=C2C(=NC=C1)N(C=C2C(F)(F)F)COCC[Si](C)(C)C